The molecule is a member of the class of octahydronaphthalenes that is (2R,4aS,5R,6R,8aS)-2,5-dimethyl-6-[(1E)-prop-1-en-1-yl]-1,2,3,4,4a,5,6,8a-octahydronaphthalene in which the hydrogen at position 5 has been replaced by a (Z)-hydroxy[(5S)-5-(hydroxymethyl)-2,4-dioxopyrrolidin-3-ylidene]methyl group. Produced by the dual culture of Trichoderma harzianum and Catharanthus roseus callus, it exhibits significant antimicrobial activity against Gram-positive bacteria such as Staphylococcus aureus and Bacillus subtilis. It has a role as a phytotoxin and an antibacterial agent. It is a member of tetramic acids, an enol, a primary alcohol and a member of octahydronaphthalenes. It is a conjugate acid of a trichosetin(1-). C/C=C/[C@@H]1C=C[C@@H]2C[C@@H](CC[C@H]2[C@]1(C)/C(=C/3\\C(=O)[C@@H](NC3=O)CO)/O)C